C12C(CC(C=C1)C2)C2=CC1=CC=C(C=C1C=C2)C2=CC=CC=C2 2-(bicyclo[2.2.1]hept-5-en-2-yl)-6-phenylnaphthalene